Cl.BrC1=CC=C(C=C1)C(O)(C=1C=NC=C(C1)N1CCCC1)C1(CNC1)C (4-bromo-phenyl)-(3-methyl-azetidin-3-yl)-(5-pyrrolidin-1-yl-pyridin-3-yl)-methanol, hydrochloride